C1(=CC=CC2=CC=CC=C12)[C@@H](C)NC(C=1C(C(=O)O)=CC=CC1)=O |r| N-[(R)- and (S)-1-(1-naphthyl)ethyl]phthalamic acid